ClC1=C(C=C(C(=O)N2CC=3C(=NN4C3C(N(C[C@H]4C(=O)N(C)C)C(C)C4=CC=C(C=C4)OC(F)F)=O)C[C@H]2C)C=C1)C#N (3R,7S)-2-(4-chloro-3-cyanobenzoyl)-9-(1-(4-(difluoromethoxy)phenyl)ethyl)-N,N,3-trimethyl-10-oxo-1,2,3,4,7,8,9,10-octahydropyrido[4',3':3,4]pyrazolo[1,5-a]pyrazine-7-carboxamide